CC1(O[C@@H](CN(C1)C=1N=C(C=2N=C(N(C(C2N1)=O)C)C)C1=C(C=C(C=C1)C(F)(F)F)F)C1=CC(=NC=C1)C)C (R)-6-(2,2-dimethyl-6-(2-methylpyridin-4-yl)morpholino)-8-(2-fluoro-4-(trifluoromethyl)phenyl)-2,3-dimethylpyrimidino[5,4-d]pyrimidin-4(3H)-one